3-(4,6-dimethyl-2-oxo-1,2-dihydropyrimidin-5-yl)-1-(4-fluoro-2-methylphenyl)-7-(trifluoromethyl)-2,3-dihydroquinazolin-4(1H)-one CC1=NC(NC(=C1N1CN(C2=CC(=CC=C2C1=O)C(F)(F)F)C1=C(C=C(C=C1)F)C)C)=O